F[B-](F)(F)F.[NH4+] ammonium fluoroborate salt